2-(2,6-dioxopiperidin-3-yl)-4-(4-(8-hydroxyoctyl)piperazin-1-yl)isoindoline-1,3-dione O=C1NC(CCC1N1C(C2=CC=CC(=C2C1=O)N1CCN(CC1)CCCCCCCCO)=O)=O